tert-Butyl (3S)-3-[(1R)-2-[[2-ethoxy-4-(3-oxa-8-azabicyclo[3.2.1]octane-8-carbonyl)benzoyl]-amino]-1-hydroxy-ethyl]-7-(4-pyridylmethoxy)-3,4-dihydro-1H-isoquinoline-2-carboxylate C(C)OC1=C(C(=O)NC[C@@H](O)[C@H]2N(CC3=CC(=CC=C3C2)OCC2=CC=NC=C2)C(=O)OC(C)(C)C)C=CC(=C1)C(=O)N1C2COCC1CC2